7-(2-((1-acetylpiperidin-4-yl)amino)-5-chloropyridine-4-yl)-2-(5-fluoro-2-(hydroxymethyl)benzyl)-3-(methoxymethyl)-3,4-dihydropyrrolo[1,2-a]pyrazine-1(2H)-one C(C)(=O)N1CCC(CC1)NC1=NC=C(C(=C1)C=1C=C2N(CC(N(C2=O)CC2=C(C=CC(=C2)F)CO)COC)C1)Cl